COC(C(=O)N)=CC methoxybut-2-enamide